C(C)(C)(C)OC(NCCCCCCCCN(C\C=C/C1=CC=CC=C1)CC1=CC=CC2=CC=CC=C12)=O (Z)-{8-[(naphthalen-1-ylmethyl)(3-phenylallyl)amino]octyl}carbamic acid tert-butyl ester